ClC=1C(=C(C=CC1)C=1CCSC2=C(C1C1=CC=C(C=C1)O[C@@H]1CN(CC1)CCCF)C=C(C=C2)O)C 4-(3-chloro-2-methyl-phenyl)-5-[4-[(3S)-1-(3-fluoropropyl)pyrrolidin-3-yl]oxyphenyl]-2,3-dihydro-1-benzothiepin-7-ol